oxoundecanoic acid hydrochloride Cl.O=C(C(=O)O)CCCCCCCCC